C(C1=CC=CC=C1)OC=1C=C(C=2N(N1)C=C(C2)C(=O)O)OC 2-(benzyloxy)-4-methoxypyrrolo[1,2-b]pyridazine-6-carboxylic acid